3-(2,5-dioxo-2,5-dihydro-1H-pyrrol-1-yl)acrylamide O=C1N(C(C=C1)=O)C=CC(=O)N